6-Chloro-3-(1-tetrahydropyran-2-ylpyrazol-4-yl)-1-(2-trimethylsilylethoxymethyl)indole-7-carbonitrile ClC1=CC=C2C(=CN(C2=C1C#N)COCC[Si](C)(C)C)C=1C=NN(C1)C1OCCCC1